(2R,5R)-N-(7-chloro-6-(1-((3R,4R)-4-hydroxy-3-methyltetrahydrofuran-3-yl)piperidin-4-yl)isoquinolin-3-yl)-6-(trifluoromethyl)tetrahydro-2H-pyran-3-carboxamide ClC1=C(C=C2C=C(N=CC2=C1)NC(=O)C1COC(CC1)C(F)(F)F)C1CCN(CC1)[C@@]1(COC[C@@H]1O)C